tert-butyl 6-[2-(cyclopropylcarbamoyl)phenyl]sulfanyl-3-[(trans)-2-[5-[2-(diethylamino)ethyl]-2-pyridyl]vinyl]indazole-1-carboxylate C1(CC1)NC(=O)C1=C(C=CC=C1)SC1=CC=C2C(=NN(C2=C1)C(=O)OC(C)(C)C)\C=C\C1=NC=C(C=C1)CCN(CC)CC